CC=1C=C(C=CC1OC1=CC2=C(N(C=N2)C)C=C1)NC=1C2=C(N=CN1)C=CC(=N2)N2C(/C(/CC2)=C/CNC)=O (3E)-1-[4-({3-methyl-4-[(1-methyl-1,3-benzodiazol-5-yl)oxy]phenyl}amino)pyrido[3,2-d]pyrimidin-6-yl]-3-[2-(methylamino)ethylidene]pyrrolidin-2-one